OC1=NC=CC(=C1)NC1=CC(N(C2=NC(=CC=C12)C(F)(F)F)C1=CC=CC=C1)=O 4-((2-Hydroxypyridin-4-yl)amino)-2-oxo-1-phenyl-7-(trifluoromethyl)-1,2-dihydro-1,8-naphthyridine